ClC=1C=C(C=CC1OC1=CC(=CC=C1)CO)NC1=C2C=C(NC2=C(C=C1)F)C(=O)O 4-((3-chloro-4-(3-(hydroxymethyl)phenoxy)phenyl)amino)-7-fluoro-1H-indole-2-carboxylic acid